C(CCCCCCCCC)OC(CCCNCCCCNC(=O)OC(C)(C)C)=O 4-((4-((tert-butyloxycarbonyl)amino)butyl)amino)butyric acid decyl ester